3,4-diamino-n-(3-trifluoromethyl-phenyl)-benzenesulfonamide C1=CC(=CC(=C1)NS(=O)(=O)C2=CC(=C(C=C2)N)N)C(F)(F)F